NCCNC1=NC=C(C(=N1)NC1=CC2=CC=CC=C2C=C1)C(=O)N 2-(2-aminoethylamino)-4-(2-naphthylamino)pyrimidine-5-carboxamide